C(C)(=O)OOCC(OC)C1CC(CCC1C(C)C)C menthyl-(2-methoxy ethoxy) acetate